4-(5-cyclopropyl-1,2,4-oxadiazol-3-yl)-N-{(1R,6S)-2,2-difluoro-6-[4-(propan-2-yl)piperazin-1-yl]cyclohexyl}-4-methylpiperidine C1(CC1)C1=NC(=NO1)C1(CCN(CC1)[C@H]1C(CCC[C@@H]1N1CCN(CC1)C(C)C)(F)F)C